(2S,4R)-Boc-4-phenoxy-pyrrolidine C(=O)(OC(C)(C)C)N1CC[C@H](C1)OC1=CC=CC=C1